C1(CC1)N1C=C(C(C2=C(C(=C(C=C12)N1CC(NCC1)C)F)C)=O)C(=O)O 1-cyclopropyl-6-fluoro-5-methyl-7-(3-methylpiperazin-1-yl)-4-oxoquinoline-3-carboxylic acid